tert-butyl (1-butyl-5-chloro-3-(1-cyanovinyl)-2-oxoindol-3-yl) carbonate C(OC(C)(C)C)(OC1(C(N(C2=CC=C(C=C12)Cl)CCCC)=O)C(=C)C#N)=O